8-((1S,2S,4R)-bicyclo[2.2.1]hept-2-yl)-2-(methylthio)-7-oxo-7,8-dihydropyrido[2,3-d]pyrimidine-6-carbonitrile [C@H]12[C@H](C[C@H](CC1)C2)N2C(C(=CC1=C2N=C(N=C1)SC)C#N)=O